(R)-2-amino-1-(5-nitropyridin-2-yl)ethanol NC[C@@H](O)C1=NC=C(C=C1)[N+](=O)[O-]